(-)-2-(3-fluorophenyl)-N-[(cis)-4-hydroxy-1,1-dioxidotetrahydro-thiophen-3-yl]-3-oxo-6-[6-(trifluoromethyl)pyridin-3-yl]-2,3-dihydropyridazine-4-carboxamide FC=1C=C(C=CC1)N1N=C(C=C(C1=O)C(=O)N[C@@H]1CS(C[C@@H]1O)(=O)=O)C=1C=NC(=CC1)C(F)(F)F